CN1CC(C1)(C)[C@@](C=1C=C(C=NC1)C1=NOC(=N1)CN1C(OCC1)=O)(C1=CC=C(C=C1)C(C)C)O 3-(3-{5-[(R)-(1,3-Dimethyl-azetidin-3-yl)-hydroxy-(4-isopropyl-phenyl)-methyl]-pyridin-3-yl}-[1,2,4]oxadiazol-5-ylmethyl)-oxazolidin-2-one